2-[(4-Benzylpiperazin-1-yl)methyl]-6-(2-chloro-4-methylphenyl)-1H-benzimidazole-4-carboxylic acid C(C1=CC=CC=C1)N1CCN(CC1)CC1=NC2=C(N1)C=C(C=C2C(=O)O)C2=C(C=C(C=C2)C)Cl